rel-N-{(3S,4S)-4-[(2,3'-difluoro[1,1'-biphenyl]-3-yl)methyl]-7-methyl-6-oxo-1,3,4,6-tetrahydro-2H-quinolizin-3-yl}-1-methoxycyclopropane-1-carboxamide FC1=C(C=CC=C1C[C@H]1[C@H](CCC2=CC=C(C(N12)=O)C)NC(=O)C1(CC1)OC)C1=CC(=CC=C1)F |o1:8,9|